The molecule is a high-mannose oligosaccharide that is Glc(a1-3)Glc(a1-3)Man(a1-2)Man(a1-2)Man(a1-3)[Man(a1-2)Man(a1-3)[Man(a1-2)Man(a1-6)]Man(a1-6)]Man(b1-4)GlcNAc(b1-4)GlcNAc in which the initial (alpha-1->3)-D-glucosyl residue has been glycosylated at position 2 by an alpha-D-glucopyranosyl group. It is a high-mannose oligosaccharide and a polysaccharide derivative. It derives from a Glc(a1-3)Glc(a1-3)Man(a1-2)Man(a1-2)Man(a1-3)[Man(a1-2)Man(a1-3)[Man(a1-2)Man(a1-6)]Man(a1-6)]Man(b1-4)GlcNAc(b1-4)GlcNAc. CC(=O)N[C@@H]1[C@H]([C@@H]([C@H](O[C@H]1O[C@@H]2[C@H](OC([C@@H]([C@H]2O)NC(=O)C)O)CO)CO)O[C@H]3[C@H]([C@H]([C@@H]([C@H](O3)CO[C@@H]4[C@H]([C@H]([C@@H]([C@H](O4)CO[C@@H]5[C@H]([C@H]([C@@H]([C@H](O5)CO)O)O)O[C@@H]6[C@H]([C@H]([C@@H]([C@H](O6)CO)O)O)O)O)O[C@@H]7[C@H]([C@H]([C@@H]([C@H](O7)CO)O)O)O[C@@H]8[C@H]([C@H]([C@@H]([C@H](O8)CO)O)O)O)O)O)O[C@@H]9[C@H]([C@H]([C@@H]([C@H](O9)CO)O)O)O[C@@H]1[C@H]([C@H]([C@@H]([C@H](O1)CO)O)O)O[C@@H]1[C@H]([C@H]([C@@H]([C@H](O1)CO)O)O[C@@H]1[C@@H]([C@H]([C@@H]([C@H](O1)CO)O)O[C@@H]1[C@@H]([C@H]([C@@H]([C@H](O1)CO)O)O)O[C@@H]1[C@@H]([C@H]([C@@H]([C@H](O1)CO)O)O)O)O)O)O)O